1,4-bis(2-(4-glycidoxyphenyl)-2-propyl)benzene C(C1CO1)OC1=CC=C(C=C1)C(C)(C)C1=CC=C(C=C1)C(C)(C)C1=CC=C(C=C1)OCC1CO1